N-(6-(5-chloro-6-fluoro-7-((3-hydroxypropyl)amino)-1H-indazol-4-yl)imidazo[1,2-a]pyrazin-2-yl)-2-fluorocyclopropane-1-carboxamide ClC=1C(=C2C=NNC2=C(C1F)NCCCO)C=1N=CC=2N(C1)C=C(N2)NC(=O)C2C(C2)F